2-((4-(4-bromophenyl)-2,3,9-trimethyl-6H-thieno[3,2-f][1,2,4]triazolo[4,3-a][1,4]diazepin-6-yl)methyl)oxazole BrC1=CC=C(C=C1)C1=NC(C=2N(C3=C1C(=C(S3)C)C)C(=NN2)C)CC=2OC=CN2